tert-butyl (4S)-4-((3-chloro-2,4-difluorophenyl)(methyl)carbamoyl)-3-(7-hydroxy-4-(trifluoromethyl)-6,7-dihydro-5H-cyclopenta[b]pyridin-2-yl)-2-oxoimidazolidine-1-carboxylate ClC=1C(=C(C=CC1F)N(C(=O)[C@H]1N(C(N(C1)C(=O)OC(C)(C)C)=O)C1=CC(=C2C(=N1)C(CC2)O)C(F)(F)F)C)F